(S)-2-((bis(benzyloxy) phosphoryl)oxy)propyl (chloromethyl) carbonate C(OC[C@H](C)OP(=O)(OCC1=CC=CC=C1)OCC1=CC=CC=C1)(OCCl)=O